FC(C1=CC=CC2=C1C(=NO2)N)(F)F 4-(trifluoromethyl)benzo[d]isoxazol-3-amine